C(C)(C)(C)C1=C(C=CC=C1)NC1=CSC=2C1=NC(=CC2)C=2C=NN(C2)C N-(2-(tert-butyl)phenyl)-5-(1-methyl-1H-pyrazol-4-yl)thieno[3,2-b]pyridin-3-amine